N-hydroxymethyl-behenamide OCNC(CCCCCCCCCCCCCCCCCCCCC)=O